6-amino-2-(3,5-dichloro-4-((1-isopropyl-6-oxo-1,6-dihydropyridin-3-yl)oxy)phenyl)-1,2,4-triazine-3,5(2h,4h)-dione NC=1C(NC(N(N1)C1=CC(=C(C(=C1)Cl)OC1=CN(C(C=C1)=O)C(C)C)Cl)=O)=O